3-(3-(((R)-6-ethyl-2,2-difluoro-6,7-dihydro-[1,3]dioxolano[4',5':4,5]benzo[1,2-f][1,4]oxazepin-8(9H)-yl)methyl)-4-methylphenyl)-2,2-dimethylpropionic acid C(C)[C@H]1OC2=C(CN(C1)CC=1C=C(C=CC1C)CC(C(=O)O)(C)C)C=C1C(=C2)OC(O1)(F)F